3-methylsulfanylhexyl acetate C(C)(=O)OCCC(CCC)SC